Cl.FC1CNCCOC1 6-fluoro-1,4-oxaazepane hydrochloride